NC1=CC=2C3=C(C(N(C2C=C1)C)=O)OCC(N3)C3CCC3 9-amino-2-cyclobutyl-6-methyl-2,3-dihydro-1H-[1,4]oxazino[2,3-c]quinolin-5(6H)-one